BrC(C(=O)C=1OC2=C(C1)C=C(C=C2)OCC=2C=NC=CC2)Br 2,2-dibromo-1-[5-(pyridin-3-ylmethoxy)-1-benzofuran-2-yl]ethan-1-one